3-amino-4'-bromo-[1,1'-biphenyl]-2,4-dinitrile NC1=C(C(=CC=C1C#N)C1=CC=C(C=C1)Br)C#N